FC(C(=O)O)(F)F.C(C1=CN=CC=C1)=O nicotinaldehyde trifluoroacetate